2-[trans-3-(5-amino-9-fluoro-7-methoxy[1,2,4]triazolo[1,5-c]quinazolin-2-yl)cyclobutyl-phenyl]propan-2-ol NC1=NC=2C(=CC(=CC2C=2N1N=C(N2)[C@@H]2C[C@H](C2)C2=C(C=CC=C2)C(C)(C)O)F)OC